C(C)(C)(C)OC(=O)NC(C(=O)OCC)(C(=O)OCC)CC[N+](=O)[O-] diethyl 2-((tert-butoxycarbonyl)amino)-2-(2-nitroethyl)malonate